3-(4-((4-(2-((4-(carboxyethynyl)benzyl)(7-fluorobenzo[d]thiazol-2-yl)amino)ethyl)phenoxy)methyl)phenyl)propiolic acid C(=O)(O)C#CC1=CC=C(CN(CCC2=CC=C(OCC3=CC=C(C=C3)C#CC(=O)O)C=C2)C=2SC3=C(N2)C=CC=C3F)C=C1